F[C@H]1C[C@@H](N(C1)[C@@H]1CNCC1)C(=O)NC=1C=CC=C2C(=CNC12)C1=NC(=NC=C1)NC=1C(=NN(C1)C)OC (2R,3'S,4S)-4-fluoro-N-(3-(2-((3-Methoxy-1-methyl-1H-pyrazol-4-yl)amino)pyrimidin-4-yl)-1H-indol-7-yl)-[1,3'-Bipyrrolidine]-2-carboxamide